NC1=C(C=C(C=N1)NC(C(=O)N1[C@H](CC[C@@H](C1)C)C=1C=CC2=C(N=C(S2)C2(CCN(CC2)C)C)C1)=O)CC N-(6-amino-5-ethylpyridin-3-yl)-2-((2R,5S)-2-(2-(1,4-dimethylpiperidin-4-yl)benzo[d]thiazol-5-yl)-5-methylpiperidin-1-yl)-2-oxoacetamide